FC(CO)CO 2-fluoropropan-1,3-diol